ClC1=C(C=C(N=N1)N1CC[C@H]2[C@@H]1CN(CC2)C(C)=O)C(F)F |r| 1-[rac-(3aR,7aR)-1-[6-chloro-5-(difluoromethyl)pyridazin-3-yl]-3,3a,4,5,7,7a-hexahydro-2H-pyrrolo[2,3-c]pyridin-6-yl]ethanone